2-(4-{[3-(4-methyl-phenyl)adamantan-1-yl]carbonyl}piperazin-1-yl)ethan-1-ol CC1=CC=C(C=C1)C12CC3(CC(CC(C1)C3)C2)C(=O)N2CCN(CC2)CCO